T-butyl (3-fluoro-4-hydroxylnaphthalen-2-yl)carbamate FC=1C(=CC2=CC=CC=C2C1O)NC(OC(C)(C)C)=O